1-[3-(difluoromethoxy)phenyl]-5-oxo-N-[indan-1-yl]pyrrolidine-3-carboxamide FC(OC=1C=C(C=CC1)N1CC(CC1=O)C(=O)NC1CCC2=CC=CC=C12)F